COC(=O)C1=CC=C(C=C1)N1C(C2=CC=CC=C2C2=C1N1C(=N2)C=CC(=C1)C(=O)OC)=O methyl 6-(4-(methoxycarbonyl)phenyl)-5-oxo-5,6-dihydropyrido[2',1':2,3]imidazo[4,5-c]isoquinoline-9-carboxylate